Propane-2-sulfonic acid [5-(1-methyl-2-oxo-1,2,3,4-tetrahydro-quinolin-6-yl)-pyridin-3-ylmethyl]-amide CN1C(CCC2=CC(=CC=C12)C=1C=C(C=NC1)CNS(=O)(=O)C(C)C)=O